OC[C@H](C)N1C=NC2=C(C1=O)C=C(N=C2N2N=CN=C2)C=2C=NC(=CC2)C(F)(F)F (S)-3-(1-hydroxy-propan-2-yl)-8-(1H-1,2,4-triazol-1-yl)-6-(6-(trifluoromethyl)pyridin-3-yl)pyrido[3,4-d]pyrimidin-4(3H)-one